2-(3,4-dimethoxyphenyl)-3-ethyl-5-(4-(1-methylpiperidin-4-yl)-1,4-diazacycloheptan-1-yl)-1H-indole COC=1C=C(C=CC1OC)C=1NC2=CC=C(C=C2C1CC)N1CCN(CCC1)C1CCN(CC1)C